1-(2',2'-dimethyl-[1,1'-bicyclopropane]-2-yl)-4-methoxybenzene CC1(C(C1)C1C(C1)C1=CC=C(C=C1)OC)C